2-(4-morpholinyl)ethyl 2-amino-3-benzoylbenzeneacetate NC1=C(C=CC=C1C(C1=CC=CC=C1)=O)CC(=O)OCCN1CCOCC1